6-(2-(3-(4-(5-cyanopyridin-2-yl)piperazine-1-carbonyl)phenyl)acetyl)-2,3-difluorobenzohydrazide C(#N)C=1C=CC(=NC1)N1CCN(CC1)C(=O)C=1C=C(C=CC1)CC(=O)C1=CC=C(C(=C1C(=O)NN)F)F